methyl (S)-2-((tert-butoxycarbonyl)amino)-3-iodopropanoate C(C)(C)(C)OC(=O)N[C@@H](C(=O)OC)CI